1-methyl-5-pyridazin-3-yl-7-[4-(2-tetrahydropyran-4-yloxyethoxy)phenoxy]indazole CN1N=CC2=CC(=CC(=C12)OC1=CC=C(C=C1)OCCOC1CCOCC1)C=1N=NC=CC1